CC1(OB(OC1(C)C)C=1C=C2CCOCC2=C(C1)[C@H]1N(CCC1)C(=O)OC(C)(C)C)C tert-butyl (S)-2-(6-(4,4,5,5-tetramethyl-1,3,2-dioxaborolan-2-yl)isochroman-8-yl)pyrrolidine-1-carboxylate